3-(4-methylphenyl)propylamine oxalate C(C(=O)O)(=O)O.CC1=CC=C(C=C1)CCCN